CS(=O)(=O)N1C=CC2=CC=CC=C12 1-methylsulfonyl-1H-indole